5-fluoro-N-(4-methoxybenzyl)quinolin-2-amine FC1=C2C=CC(=NC2=CC=C1)NCC1=CC=C(C=C1)OC